ClC1=CC=CC(=N1)C1=NC(=NC(=N1)NC1=CC(=NC=C1)F)NC(C)C 6-(6-chloropyridin-2-yl)-N2-(2-fluoropyridin-4-yl)-N4-isopropyl-1,3,5-triazine-2,4-diamine